C1(=CC=CC=C1)C1=NC(=NC(=C1)C1=CC=CC=C1)C=1C=C(C=C(C1)N1C2=CC=CC=C2C=2C=C(C=CC12)C1=CC=CC2=C1OC1=C2C=CC=C1)N1C2=CC=CC=C2C=2C=C(C=CC12)C1=CC=CC2=C1OC1=C2C=CC=C1 9,9'-(5-(4,6-diphenylpyrimidin-2-yl)-1,3-phenylene)bis(3-(dibenzo[b,d]furan-4-yl)-9H-carbazole)